ClC1=CC2=C(N(CN(C2=O)C=2C(=NC(=CC2)OC)C)C2=C(C=C(C=C2)F)C)C=N1 6-chloro-1-(4-fluoro-2-methyl-phenyl)-3-(6-meth-oxy-2-methylpyridin-3-yl)-2,3-dihydropyrido[3,4-d]pyrimidin-4(1H)-one